(3,4-dimethoxyphenyl)-6-(4-methylpiperazin-1-yl)-1,3,5-triazine-2,4-diamine COC=1C=C(C=CC1OC)NC1=NC(=NC(=N1)N)N1CCN(CC1)C